ClC=1C=C(OCCCOC(C(=O)O)(C)C)C=CC1C=1N(C2=NC=NC(=C2N1)OC1(CC1)C)CC1=C(C=CC(=C1)Cl)OC 2-(3-(3-chloro-4-(9-(5-chloro-2-methoxybenzyl)-6-(1-methylcyclopropoxy)-9H-purin-8-yl)phenoxy)propoxy)-2-methylpropanoic acid